C12CN(CC2C1)C1=C(C(=C(C=C1)CN1C=NC(=C1)C(=O)O)F)C#N 1-[(4-{3-Azabicyclo[3.1.0]hex-3-yl}-3-cyano-2-fluorophenyl)methyl]-1H-imidazole-4-carboxylic acid